4-(4-(tert-butyl)phenyl)imidazo[1,5-a]quinoxaline-7-carboxylic acid C(C)(C)(C)C1=CC=C(C=C1)C=1C=2N(C3=CC=C(C=C3N1)C(=O)O)C=NC2